C(C)(=O)O[C@H]([C@@H](CNC(C1=CC(=C(C(=C1)C)OC(C)=O)C)=O)OC(C)=O)[C@@H]1O[C@@](C[C@@H](C1)OC(C)=O)(CC=O)C(=O)OC (1S,2R)-3-(4-acetoxy-3,5-dimethylbenzamido)-1-((2R,4R,6S)-4-acetoxy-6-(methoxycarbonyl)-6-(2-oxoethyl)tetrahydro-2H-pyran-2-yl)propane-1,2-diyl diacetate